CC[NH3+] 2-ethylammonium